OC(=O)C(F)(F)F.NCCOCCOCCOCCOCCOCCOCCOCCOCCOCCNC(CCN1C(C=CC1=O)=O)=O N-(29-amino-3,6,9,12,15,18,21,24,27-nonaoxanonacosyl)-3-(2,5-dioxo-2,5-dihydro-1H-pyrrol-1-yl)propanamide TFA salt